(1R,2S)-2-(methoxycarbonyl)cyclopropane-1-carboxylic acid COC(=O)[C@@H]1[C@@H](C1)C(=O)O